[9-(1-octylnonoxy)-9-oxo-nonyl](2S)-4-hydroxypyrrolidine-2-carboxylate C(CCCCCCC)C(CCCCCCCC)OC(CCCCCCCCOC(=O)[C@H]1NCC(C1)O)=O